N-(3-chloro-5-(methylsulfonylamino)phenyl)-4-(3-fluoro-5-(3-hydroxy-1-methylazetidin-3-yl)pyridin-2-yl)-5-methylthiophene-2-carboxamide ClC=1C=C(C=C(C1)NS(=O)(=O)C)NC(=O)C=1SC(=C(C1)C1=NC=C(C=C1F)C1(CN(C1)C)O)C